2-(3-((2-methoxy-4-(methylsulfonyl)phenyl)amino)prop-1-yn-1-yl)-N-((1S,4S)-4-(pyrrolidin-1-yl)cyclohexyl)-1-(2,2,2-trifluoro-ethyl)-1H-indol-4-amine COC1=C(C=CC(=C1)S(=O)(=O)C)NCC#CC=1N(C=2C=CC=C(C2C1)NC1CCC(CC1)N1CCCC1)CC(F)(F)F